COC(=O)OC(=O)OC methoxyformic anhydride